ClC=1C=C(CNC=2C(=NC3=CC=C(C=C3C2)C=2C(=NOC2C)C)C(=O)N[C@@H]2CC[C@H](CC2)O)C=CC1 ((3-chlorobenzyl)amino)-6-(3,5-dimethylisoxazol-4-yl)-N-((trans)-4-Hydroxycyclohexyl)quinoline-2-carboxamide